CNC(=S)C1=CC=C(C=C1)NC(OC(C)(C)C)=O tert-Butyl N-[4-(methylcarbamothioyl)phenyl]carbamate